COC(=O)C12CN(C(C1)(C2)CO)C(=O)OC(C)(C)C 2-(tert-Butoxycarbonyl)-1-(hydroxymethyl)-2-azabicyclo[2.1.1]hexane-4-carboxylic acid methyl ester